CN1N=CC(=C1C)C1=NN2C(C=CC=C2)=C1 (1,5-dimethyl-1H-pyrazol-4-yl)pyrazolo[1,5-a]pyridine